C(C)(C)(C)OC(=O)N[C@@H](C(=O)N[C@@H](C(=O)N[C@@H](C(=O)O)CC=C)CC1=CC=CC=C1)CC1=CC=CC=C1 (2R)-2-[[(2R)-2-[[(2R)-2-(tert-butoxycarbonylamino)-3-phenyl-propionyl]amino]-3-phenylpropionyl]amino]pent-4-enoic acid